cis-racemic-benzyl 3-fluoro-4-(hydroxymethyl)pyrrolidine-1-carboxylate F[C@@H]1CN(C[C@@H]1CO)C(=O)OCC1=CC=CC=C1 |r|